6,6-dimethyl-3-(1-methyl-1H-indol-5-yl)-1,5,6,8-tetrahydro-2H-pyrano[4',3':4,5]thieno[2,3-d]pyrimidine-2,4(3H)-dione CC1(CC2=C(SC=3NC(N(C(C32)=O)C=3C=C2C=CN(C2=CC3)C)=O)CO1)C